7-(Cyclopentylamino)-5-methyl-2-(((tetrahydro-2H-pyran-4-yl)thio)methyl)quinazolin-4(3H)-one C1(CCCC1)NC1=CC(=C2C(NC(=NC2=C1)CSC1CCOCC1)=O)C